methyl 4-(5-amino-2-(3-hydroxy-3-methylbutyl)-2H-indazol-6-yl)benzoate NC1=CC2=CN(N=C2C=C1C1=CC=C(C(=O)OC)C=C1)CCC(C)(C)O